CO[C@H](C)C=1C=C(C=CC1)C1=NN(C=C1)C1=CC(=NC(=N1)OCCC=1C=NN(C1)C)N1CCOCC1 (R)-4-(6-(3-(3-(1-methoxyethyl)phenyl)-1H-pyrazol-1-yl)-2-(2-(1-methyl-1H-pyrazol-4-yl)ethoxy)pyrimidin-4-yl)morpholine